NC1C2CN(CC1CC2)CCCC(=O)N2CCN(CC2)C=2C(=CC1=C(C(C=3NC4=CC(=CC=C4C3C1=O)C#N)(C)C)C2)CC 8-(4-(4-(8-amino-3-azabicyclo[3.2.1]octan-3-yl)butanoyl)piperazin-1-yl)-9-ethyl-6,6-dimethyl-11-oxo-6,11-dihydro-5H-benzo[b]carbazole-3-carbonitrile